Cl.Cl.FC=1C(=NC(=NC1)N1C(=NC2=C1C=CC=C2)N)NC2=CC=C(C=C2)N2CCNCC2 1-[5-fluoro-4-[[4-(piperazin-1-yl)phenyl]amino]pyrimidin-2-yl]-1H-benzo[d]imidazol-2-amine dihydrochloride